tert-Butyl 3-(4-(2-aminoethyl)-2-ethylphenyl)-3,8-diazabicyclo[3.2.1]octane-8-carboxylate NCCC1=CC(=C(C=C1)N1CC2CCC(C1)N2C(=O)OC(C)(C)C)CC